C(OCC1=CC=CO1)(OCC1=CC=CO1)=O Di-furfuryl carbonate